CC=1C(=NC(=NC1)NC1=CC=C(C=C1)C(NC1CCN(CC1)C)=O)NC1=CC(=C(C(=C1)OC)Cl)OC 5-Methyl-N4-(4-chloro-3,5-dimethoxyphenyl)-N2-[4-(1-methylpiperidin-4-ylcarbamoyl)phenyl]pyrimidine-2,4-diamine